COC(=O)CCCCCCOC=1C2=CC=CC=C2C(=C2C=CC=CC12)OCCCCCCC(=O)OC 9,10-bis(methoxycarbonylhexyleneoxy)anthracene